FC=1C=CC2=C(OCCN2)C1 7-fluoro-3,4-dihydro-benzo[b][1,4]oxazine